3-(difluoromethyl)-N-methoxy-1-methyl-N-[1-(2,4,6-trichlorophenyl)propan-2-yl]pyrazole-4-carboxamide FC(C1=NN(C=C1C(=O)N(C(CC1=C(C=C(C=C1Cl)Cl)Cl)C)OC)C)F